tert-butyl 3,5-dioxo-2,9-diazaspiro[5.5]undecane-9-carboxylate O=C1NCC2(C(C1)=O)CCN(CC2)C(=O)OC(C)(C)C